ClC=1C(=C2C(=NC1C)CN(C2)C(=O)[C@H]2CN(CC2)C2=CN=NC(=C2)C)C (3-chloro-2,4-dimethyl-5,7-dihydropyrrolo[3,4-b]pyridin-6-yl)-[(3R)-1-(6-methylpyridazin-4-yl)pyrrolidin-3-yl]methanone